C(C)OC(=O)C=1C=C(C=C2CCN(CC12)C(=O)OC(C)(C)C)OCC1=CC=C(C=C1)OC1CCNCC1 6-[(4-piperidin-4-yloxyphenyl)methoxy]-3,4-dihydro-1H-isoquinoline-2,8-dicarboxylic acid 2-O-tert-butyl 8-O-ethyl ester